C1=CC=C(C=C1)[C@H](C#N)O[C@H]2[C@@H]([C@H]([C@@H]([C@H](O2)CO[C@H]3[C@@H]([C@H]([C@@H]([C@H](O3)CO)O)O)O)O)O)O The molecule is an amygdalin in which the stereocentre on the cyanohydrin function has R-configuration. It has a role as a plant metabolite, an apoptosis inducer and an antineoplastic agent. It derives from a (R)-mandelonitrile.